trans-tert-butyl 3-((4-nitrobenzoyl)oxy)-6-azabicyclo[3.1.1]heptane-6-carboxylate [N+](=O)([O-])C1=CC=C(C(=O)OC2CC3N(C(C2)C3)C(=O)OC(C)(C)C)C=C1